NCC1(CCN(CC1)C1=C(C(N(C(=N1)C)C1=C(C(=CC=C1)Cl)Cl)=O)C)CO 6-[4-(aminomethyl)-4-(hydroxymethyl)piperidin-1-yl]-3-(2,3-dichlorophenyl)-2,5-dimethyl-3,4-dihydropyrimidin-4-one